2-((1E,3E)-4-(4-(dimethylamino)phenyl)but-1,3-dien-1-yl)-3-(2-hydroxyethyl)-1,1-dimethyl-1h-benzo[e]indole CN(C1=CC=C(C=C1)/C=C/C=C/C1N(C=2C=CC3=C(C2C1(C)C)C=CC=C3)CCO)C